C(C=C)N1C(=NC(=C1)C)C 1-allyl-2,4-dimethyl-imidazole